2-chloro-4-(trifluoromethyl)nicotinaldehyde ClC1=C(C=O)C(=CC=N1)C(F)(F)F